racemic-mandelonitrile C([C@H](O)C1=CC=CC=C1)#N |r|